C(#N)C1=CC(=CC=2N=C(OC21)C=2C(=C(C=CC2)C2=C(C(=CC=C2)NC=2C1=C(N=C(N2)C2CC2)C=C(C=N1)CN1C[C@@H](CC1)O)C)C)CN1CCCC1 (R)-1-((7-Cyano-2-(3'-(2-cyclopropyl-7-(((R)-3-hydroxypyrrolidin-1-yl)methyl)pyrido[3,2-d]pyrimidin-4-ylamino)-2,2'-dimethylbiphenyl-3-yl)benzo[d]oxazol-5-yl)methyl)pyrrolidin